C(C=C)(=O)NC=1C=C(C=CC1N1C[C@@H](N(CC1)C)C)N(C(C(=O)NCC1=CC(=CC(=C1)F)F)=O)C1CCC(CC1)NC1=NC=C(C=C1)C#N N1-(3-acrylamido-4-((S)-3,4-dimethylpiperazin-1-yl)phenyl)-N1-((1r,4S)-4-((5-cyanopyridin-2-yl)amino)cyclohexyl)-N2-(3,5-difluorobenzyl)oxalamide